N-[2-(methoxycarbonyl)-4-(trifluoromethoxy)phenyl]-4-(trifluoromethyl)benzamide COC(=O)C1=C(C=CC(=C1)OC(F)(F)F)NC(C1=CC=C(C=C1)C(F)(F)F)=O